BrC=1C=C2C=CC(=CC2=CC1)C(=O)NC=1C=C(C=NC1C)NC(=O)C1=CC2=C(OCCO2)C=C1 N-(5-(6-Bromo-2-naphthamido)-6-methylpyridin-3-yl)-2,3-dihydrobenzo[b][1,4]dioxine-6-carboxamide